FC1=C(C=C(C=C1)F)C=1C(=C2N(N1)CCC2)C2=CC=C1N=CC(=NC1=C2)OC 7-(2-(2,5-difluorophenyl)-5,6-dihydro-4H-pyrrolo[1,2-b]pyrazol-3-yl)-2-methoxyquinoxaline